tert-Butyl (2-(4-(4-amino-5-((2,3-dichlorophenyl)thio)-1-methyl-6-oxo-1,6-dihydropyrimidine-2-yl)-1,4-diazepan-1-yl)ethyl)carbamate NC=1N=C(N(C(C1SC1=C(C(=CC=C1)Cl)Cl)=O)C)N1CCN(CCC1)CCNC(OC(C)(C)C)=O